C(C)(C)C(C(=O)O)CC=O 2-isopropyl-4-oxobutanoic acid